C(C)(C)(C)OC([C@H](CCC(=O)O)NC(=O)OCC1C2=CC=CC=C2C=2C=CC=CC12)=O (S)-2-(9H-fluoren-9-ylmethoxycarbonylamino)pentanedioic acid 1-tert-butyl ester